C(C)(C)(C)OC(=O)N(CCC(=O)NCCCNC=1C=C(C(=O)O)C=CC1C=1C(=NNC1)C(N)=O)CC1=CC(=C(C=C1)C1=CC=CC=C1)Cl 3-((3-(3-((Tert-butoxycarbonyl)((2-chloro-[1,1'-biphenyl]-4-yl)methyl)amino)propanamido)propyl)amino)-4-(3-carbamoyl-1H-pyrazol-4-yl)benzoic acid